N[C@@H]([C@H](O)C)C(=O)O Z-threonine